1-{3-[6-bromo-7-(difluoromethyl)-3,4-dihydro-2H-quinolin-1-yl]-1-(oxan-4-yl)-4H,6H,7H-pyrazolo[4,3-c]pyridin-5-yl}ethanone BrC=1C=C2CCCN(C2=CC1C(F)F)C1=NN(C2=C1CN(CC2)C(C)=O)C2CCOCC2